13-docosenoic acid C(CCCCCCCCCCCC=CCCCCCCCC)(=O)O